allyl (S)-(5-(benzyloxy)-2-(4-(1,3-dimethyl-2,4-dioxo-1,2,3,4-tetrahydro-pyrimidin-5-yl)-6-(hydroxymethyl)-1,2,3,6-tetrahydropyridine-1-carbonyl)-4-methoxy-phenyl)carbamate C(C1=CC=CC=C1)OC=1C(=CC(=C(C1)NC(OCC=C)=O)C(=O)N1CCC(=C[C@H]1CO)C=1C(N(C(N(C1)C)=O)C)=O)OC